butyl 1-((benzyloxy)methyl)cyclopropane-1-sulfonate C(C1=CC=CC=C1)OCC1(CC1)S(=O)(=O)OCCCC